FC=1C=C2C=NN(C2=C(C1OC1OCCCC1)F)C1=CC=C(C=C1)N1CCC(CC1)C#N 1-(4-(5,7-difluoro-6-((tetrahydro-2H-pyran-2-yl)oxy)-1H-indazol-1-yl)phenyl)piperidine-4-carbonitrile